1-methyl-6-(4,4,5,5-tetramethyl-1,3,2-dioxaborolan-2-yl)-1H-benzo[d]Imidazole CN1C=NC2=C1C=C(C=C2)B2OC(C(O2)(C)C)(C)C